4-(((1s,4s)-4-(dimethylamino)cyclohexyl)oxy)aniline CN(C1CCC(CC1)OC1=CC=C(N)C=C1)C